NCCNCCNCCNCC 1,4,7,10-tetraazadodecane